N-(5-(2-(((1R,5S)-6-oxa-3-azabicyclo[3.1.1]heptan-3-yl)methyl)pyrimidin-4-yl)-4-((2-(1,1-difluoroethyl)-6-ethylpyrimidin-4-yl)amino)pyridin-2-yl)acetamide [C@@H]12CN(C[C@@H](O1)C2)CC2=NC=CC(=N2)C=2C(=CC(=NC2)NC(C)=O)NC2=NC(=NC(=C2)CC)C(C)(F)F